C(\C=C\C)O E-crotyl alcohol